C1=NC=CC2=CC=C(C=C12)C=1C=C(C=CC1OC)B(O)O [3-(ISOQUINOLIN-7-YL)-4-METHOXYPHENYL]BORONIC ACID